[(3R)-pyrrolidin-3-yl] 2-[[4-[[2-(6-methyl-2-pyridyl)pyrimidin-4-yl]amino]pyrimidin-2-yl]amino]pyridine-4-carboxylate CC1=CC=CC(=N1)C1=NC=CC(=N1)NC1=NC(=NC=C1)NC1=NC=CC(=C1)C(=O)O[C@H]1CNCC1